((2-(4-(2,6-difluorophenyl)piperidin-1-yl)benzyl)sulfonyl)-N,N-dimethylbenzenesulfonamide FC1=C(C(=CC=C1)F)C1CCN(CC1)C1=C(CS(=O)(=O)C2=C(C=CC=C2)S(=O)(=O)N(C)C)C=CC=C1